O1COC2=C1C=CC(=C2)NC2=NC=C(C(=N2)NC2=CC(=CC=C2)OC2=CC=CC=C2)C(F)(F)F N2-(benzo[d][1,3]dioxol-5-yl)-N4-(3-phenoxyphenyl)-5-(trifluoromethyl)pyrimidine-2,4-diamine